FC1=CC=C2C=CC=C(C2=C1F)O 7,8-difluoronaphthalen-1-ol